cis-1-(2-(2-methyl-2H-[1,2,3]triazolo[4,5-b]pyridin-6-yl)thieno[2,3-d]pyrimidin-6-yl)-3-(trifluoromethyl)cyclobutanol CN1N=C2C(N=CC(=C2)C=2N=CC3=C(N2)SC(=C3)C3(CC(C3)C(F)(F)F)O)=N1